FC1=C(C(=CC=C1)F)NC(=O)C1=CC(=C(C=C1O[C@H](C(F)(F)F)C)N1N=C2N(CCC[C@H]2C(=O)O)C1=O)F |&1:31| 2-(4-[(2,6-difluorophenyl)carbamoyl]-2-fluoro-5-{[(2S)-1,1,1-trifluoroprop-2-yl]oxy}phenyl)-3-oxo-2,3,5,6,7,8-hexahydro[1,2,4]triazolo[4,3-a]pyridine-8-(R,S)-carboxylic acid